5-(tert-butyl)-3-(4-fluorophenyl)-4-methylpyrazolo[1,5-a]pyrimidin-7(4H)-one C(C)(C)(C)C=1N(C=2N(C(C1)=O)N=CC2C2=CC=C(C=C2)F)C